5-amino-1-methyl-pyrazolo[3,4-b]pyridine-6-carboxamide NC=1C=C2C(=NC1C(=O)N)N(N=C2)C